methyl 3-(5-bromopyrimidin-2-yl)isoxazole-5-carboxylate BrC=1C=NC(=NC1)C1=NOC(=C1)C(=O)OC